Ferrous phosphide P(#[Fe])=[Fe]